S1C=NC(=C1)CNC(C)C1=CNC(C2=CC=CC=C12)=O 4-(1-((Thiazol-4-ylmethyl)amino)ethyl)isoquinolin-1(2H)-one